5-(4-bromophenyl)-1-decyl-N-hydroxy-1H-pyrazole-3-carboxamide BrC1=CC=C(C=C1)C1=CC(=NN1CCCCCCCCCC)C(=O)NO